N-{4-[(6S)-3-(2-Fluoroanilino)-5,6-dimethyl-4-oxo-4,5,6,7-tetrahydro-1H-pyrrolo[3,2-c]pyridin-2-yl]pyridin-2-yl}-2-(4-fluorophenyl)acetamid FC1=C(NC2=C(NC3=C2C(N([C@H](C3)C)C)=O)C3=CC(=NC=C3)NC(CC3=CC=C(C=C3)F)=O)C=CC=C1